ClC1=NC=CC=C1CC(=O)N 2-(2-chloropyridin-3-yl)acetamide